O1C(=CC=C1)CN1CCN(CC1)C1=NC=C(C(=N1)NC1=CC(=C(C=C1)[N+](=O)[O-])OC)OC (4-(furan-2-ylmethyl)piperazin-1-yl)-5-methoxy-N-(3-methoxy-4-nitrophenyl)pyrimidin-4-amine